COCCCOCC(=O)OCC(CCCCCCCCCC)(CCCCCCCC)C 2-methyl-2-octyldodecyl 2-(3-methoxypropoxy)acetate